O=C1CNC(=NN1)N1N=CN=C1C(C)NC(C1=CC(=CC(=C1)C(F)(F)F)C(F)(F)F)=O N-(1-(1-(6-oxo-1,4,5,6-tetrahydro-1,2,4-triazin-3-yl)-1H-1,2,4-triazol-5-yl)ethyl)-3,5-bis(trifluoromethyl)benzamide